N-(8-(methylamino)-5-(4-(methylsulfonyl)phenyl)-2,7-naphthyridin-3-yl)cyclopropanecarboxamide 1,3-dioxoisoindol-2-yl-2-[(tert-butoxycarbonyl)amino]cyclobutane-1-carboxylate O=C1N(C(C2=CC=CC=C12)=O)C1(C(CC1)NC(=O)OC(C)(C)C)C(=O)O.CNC=1N=CC(=C2C=C(N=CC12)NC(=O)C1CC1)C1=CC=C(C=C1)S(=O)(=O)C